2-(1,3-dioxolan-4-yl)ethane-1-amine O1COC(C1)CCN